FC1=CC=2N(C=C1NC(=O)N1CCC=3C1=NC=CC3N3C[C@@H](CC3)NC(OC(C)(C)C)=O)C=C(N2)C tert-butyl (R)-(1-(1-((7-fluoro-2-methylimidazo[1,2-a]pyridin-6-yl)carbamoyl)-2,3-dihydro-1H-pyrrolo[2,3-b]pyridin-4-yl)pyrrolidin-3-yl)carbamate